ClCCC(=C(C1=CC=C(C=C1)O)C1=CC=C(OCCNC(CCCCCCNC2=C3CN(C(C3=CC=C2)=O)C2C(NC(CC2)=O)=O)=O)C=C1)C1=CC=CC=C1 N-(2-(4-(4-chloro-1-(4-hydroxyphenyl)-2-phenylbut-1-en-1-yl)phenoxy)ethyl)-7-((2-(2,6-dioxopiperidin-3-yl)-1-oxoisoindolin-4-yl)amino)heptanamide